C1(=CC=CC=C1)C=1N=C2N(N=CC=C2)C1C(=O)N1CCC(CC1)C=1N=CC(=NC1)C(=O)NCC=1C=NC=CC1 5-(1-(2-phenylimidazo[1,2-b]pyridazine-3-carbonyl)piperidin-4-yl)-N-(pyridin-3-ylmethyl)pyrazine-2-carboxamide